FC(C1=NN=C(S1)C1=CN=C2N1C=C(C=C2N2C[C@@H](N[C@H](C2)C)C)S(=O)(=O)NC2(C(C2)C)C)F 3-(5-(difluoromethyl)-1,3,4-thiadiazol-2-yl)-N-(1,2-dimethylcyclopropyl)-8-((3S,5S)-3,5-dimethylpiperazin-1-yl)imidazo[1,2-a]pyridine-6-sulfonamide